5-(4-methoxyphenyl)benzo[d]naphtho[1',2':4,5]imidazo[2,1-b]thiazole COC1=CC=C(C=C1)C1=CC2=C(N=C3SC4=C(N32)C=CC=C4)C=4C=CC=CC14